C(CCC)NC[C@H](O)C1=C(C(=CC=C1)F)F (R)-2-(butylamino)-1-(2,3-difluorophenyl)-1-ethanol